tert-butyl 3-(5-chloro-3-nitro-1H-pyrazol-1-yl)azetidine-1-carboxylate ClC1=CC(=NN1C1CN(C1)C(=O)OC(C)(C)C)[N+](=O)[O-]